C1(=CC=C(C=C1)NC(=O)N[C@@H](CCSC)C(=O)O)C (p-tolylaminocarbonyl)-methionine